(S)-N-(3-(1-((2-ethyl-2H-pyrazolo[3,4-b]pyrazin-6-yl)amino)ethyl)phenyl)-3-fluoro-4-methoxybenzamide C(C)N1N=C2N=C(C=NC2=C1)N[C@@H](C)C=1C=C(C=CC1)NC(C1=CC(=C(C=C1)OC)F)=O